8-bromo-N-[(7-methyl-3H-imidazo[4,5-b]pyridin-2-yl)methyl]-2-(methylsulfanyl)pyrazolo[1,5-a][1,3,5]triazin-4-amine BrC=1C=NN2C1N=C(N=C2NCC2=NC=1C(=NC=CC1C)N2)SC